2-[(4-cyclopropyl-3-methylphenyl)amino]-4-[(1-oxo-1,2,3,4-tetrahydroisoquinolin-5-yl)amino]pyrimidine-5-carboxamide C1(CC1)C1=C(C=C(C=C1)NC1=NC=C(C(=N1)NC1=C2CCNC(C2=CC=C1)=O)C(=O)N)C